BrC=1C(=C(C=CC1)C1=CC=C(C(=N1)OC)CNCC1CCC(CC1)C(=O)OC)Cl methyl (1r,4r)-4-((((6-(3-bromo-2-chlorophenyl)-2-methoxypyridin-3-yl)methyl)amino)methyl)cyclohexane-1-carboxylate